3-((2-fluoro-4-(trifluoromethyl)benzyl)oxy)cyclobutanol FC1=C(COC2CC(C2)O)C=CC(=C1)C(F)(F)F